3-(((2-chloro-9-(pent-3-yl)-9H-purin-6-yl)amino)methyl)-4-ethyl-6-methylpyridin-2(1H)-one ClC1=NC(=C2N=CN(C2=N1)C(CC)CC)NCC=1C(NC(=CC1CC)C)=O